FC(C=1C(N(N=CC1)COCC[Si](C)(C)C)=O)(F)F 4-(trifluoromethyl)-2-(2-trimethylsilylethoxymethyl)pyridazin-3-one